6-(2,2-dimethyltetrahydro-2H-pyran-4-yl)-1-methyl-1H-indole-2-carboxylic acid CC1(OCCC(C1)C1=CC=C2C=C(N(C2=C1)C)C(=O)O)C